N-{6-[2-(pyridin-2-yl)propanoyl]Pyridin-3-yl}carbamic acid tert-butyl ester C(C)(C)(C)OC(NC=1C=NC(=CC1)C(C(C)C1=NC=CC=C1)=O)=O